rac-1-{2-[oxan-3-yl]-2-oxoethyl}-1,3,5,7-tetraazatricyclo[3.3.1.13,7]decan-1-ium bromide [Br-].O1C[C@@H](CCC1)C(C[N+]12CN3CN(CN(C1)C3)C2)=O |r|